N-(2-(2-Hydroxy-1,3-dioxo-2,3-dihydro-1H-inden-2-yl)-4,5-dimethylphenyl)propionamide OC1(C(C2=CC=CC=C2C1=O)=O)C1=C(C=C(C(=C1)C)C)NC(CC)=O